2-((1S,2R)-1-(2-chloro-5-fluorophenyl)-1-(1-ethyl-1H-pyrazol-4-yl)propan-2-yl)-5-hydroxy-N-(isoxazol-4-yl)-1-methyl-6-oxo-1,6-dihydropyrimidine-4-carboxamide ClC1=C(C=C(C=C1)F)[C@@H]([C@@H](C)C=1N(C(C(=C(N1)C(=O)NC=1C=NOC1)O)=O)C)C=1C=NN(C1)CC